deoxyinosine 5'-monophosphate P(=O)(O)(O)OC[C@@H]1[C@H](C[C@@H](O1)N1C=NC=2C(O)=NC=NC12)O